COC1=NC=CC(=C1)NC1=C(C(=NN1)C1=CC=C(C=C1)NC(=O)N(CCC1=CC=CC=C1)C)C(=O)N 5-((2-methoxypyridin-4-yl)amino)-3-(4-(3-methyl-3-phenethylureido)phenyl)-1H-pyrazole-4-carboxamide